VANADIUM-CHROMIUM [Cr].[V]